N1=NN=NC=C1 Tetrazin